NC(C)(C)C1=C(C=CC=C1)N 2-amino-2-(2-aminophenyl)-propane